(3R)-3-{[7-(methoxymethyl)-2-(1-methyl-1H-pyrazol-4-yl)[1,2,4]triazolo[1,5-c]quinazolin-5-yl]amino}azepan-2-one COCC1=CC=CC=2C=3N(C(=NC12)N[C@H]1C(NCCCC1)=O)N=C(N3)C=3C=NN(C3)C